3,6-Heptandion CCC(CCC(C)=O)=O